C(#N)C=1C(=C(C=CC1)C1=CC(=C2C(=N1)NC=N2)C=2N=NN(C2)CC2=[N+](C(=CC=C2)C(C)(C)O)[O-])C 2-((4-(5-(3-cyano-2-methylphenyl)-3H-imidazo[4,5-b]pyridine-7-yl)-1H-1,2,3-triazol-1-yl)methyl)-6-(2-hydroxypropan-2-yl)pyridine-1-oxide